(5-chloro-2-methoxy-phenyl)acetic acid ClC=1C=CC(=C(C1)CC(=O)O)OC